C(C)(C)(C)OC(N(N1C(C2=CC=CC=C2C1=O)=O)CC=C)=O.C(#N)C=1C=C(C(=C2N=CC=NC12)N1C[C@@H](C[C@@H](C1)C)NC(CN(C)C)=O)F N-[(3R,5S)-1-(8-cyano-6-fluoroquinoxalin-5-yl)-5-methylpiperidin-3-yl]-2-(dimethylamino)acetamide tert-Butyl-allyl(1,3-dioxoisoindolin-2-yl)carbamate